N-(1,3-benzodioxol-4-ylmethyl)-1-(2-methylsulfanyl-4-pyridinyl)methylamine O1COC2=C1C=CC=C2CNCC2=CC(=NC=C2)SC